N-Bocaminopiperidine C(=O)(OC(C)(C)C)NN1CCCCC1